2-propenyl-1-cyclohexyloxyethane C(=CC)CCOC1CCCCC1